5-(3-(ethylsulfonyl)-6-(3-(trifluoromethyl)-1H-1,2,4-triazol-1-yl)pyridin-2-yl)-2-(trifluoromethyl)pyrazolo[1,5-a]pyrimidine C(C)S(=O)(=O)C=1C(=NC(=CC1)N1N=C(N=C1)C(F)(F)F)C1=NC=2N(C=C1)N=C(C2)C(F)(F)F